2-methyl-2-ethyl-propane-1,3-diol CC(CO)(CO)CC